4-Chlorothieno[2,3-d]pyridazine ClC1=C2C(=CN=N1)SC=C2